CC=1C=CC(=NC1O[C@@H]1CNCC1)NC1=CC2=C(C=N1)SC(=N2)C=2C=NC=CC2C 5-Methyl-N-[2-(4-methylpyridin-3-yl)-[1,3]thiazolo[5,4-c]pyridin-6-yl]-6-[(3S)-pyrrolidin-3-yloxy]pyridin-2-amine